ClC=1C=C2C(=CNC2=CC1)CCCNS(=O)(=O)C1=CC=C(C=C1)OC1=CC(=CC=C1)N1CCCC1 N-(3-(5-chloro-1H-indol-3-yl)propyl)-4-(3-(pyrrolidin-1-yl)phenoxy)benzenesulfonamide